C(#N)CC(=O)N[C@H](C(=O)N1[C@@H]([C@H]2C([C@H]2C1)(C)C)C(=O)NC(C=1C=NC=C2C=CC=NC12)C#N)C(C)(C)C (1R,2S,5S)-3-[(2S)-2-[(2-cyanoacetyl)amino]-3,3-dimethyl-butanoyl]-N-[cyano(1,6-naphthyridin-8-yl)methyl]-6,6-dimethyl-3-azabicyclo[3.1.0]hexane-2-carboxamide